3-bromo-6-chloro-5-methoxy-1-methyl-2-(5-(trifluoromethyl)-4H-1,2,4-triazol-3-yl)-1H-pyrrolo[3,2-b]Pyridine BrC1=C(N(C=2C1=NC(=C(C2)Cl)OC)C)C2=NN=C(N2)C(F)(F)F